1-(4-acetoxyphenyl)propane sodium hydroxyphosphonoate OP([O-])([O-])=O.[Na+].C(C)(=O)OC1=CC=C(C=C1)CCC.[Na+]